ls-3,5-dichloro-2-formylfluorobenzene ClC=1C(=C(C=C(C1)Cl)F)C=O